CO[Si](C[Si](CCCCCC)(OC)OC)(CCCCCC)OC 1,1,3,3-tetramethoxy-1,3-di-n-hexyl-1,3-disilapropane